N-[(1'S,14R)-19-fluoro-6-methyl-spiro[8,12-dioxa-21-azatetracyclo[14.3.1.110,13.02,7]henicosa-1(19),2,4,6,10,13(21),16(20),17-octaene-14,3'-cyclopentane]-1'-yl]methanesulfonamide FC=1C=CC=2C[C@]3(C[C@H](CC3)NS(=O)(=O)C)C=3OC=C(COC4=C(C=CC=C4C1C2)C)N3